ClC=1N=C(NC1)C([C@H](C)OC)=O (2S)-1-(4-chloro-1H-imidazol-2-yl)-2-methoxy-propan-1-one